2,6-dimethoxy-4-(2-methyl-6-morpholinohexan-2-yl)-N-phenylbenzamide COC1=C(C(=O)NC2=CC=CC=C2)C(=CC(=C1)C(C)(CCCCN1CCOCC1)C)OC